C(C(=O)O)(=O)O.C1(CCC1)NC(=O)C=1C=C2C=3CC(CCC3NC2=CC1)N(CC)CC N-(cyclobutyl)-3-(diethyl)amino-1,2,3,4-tetrahydro-9H-carbazole-6-carboxamide oxalate